6-[[6-[2-chloro-3-(2,3-dihydro-1,4-benzodioxin-6-yl)phenyl]-2-methoxy-5-methyl-3-pyridyl]methyl]-2-oxa-6-azaspiro[3.3]heptane ClC1=C(C=CC=C1C1=CC2=C(OCCO2)C=C1)C1=C(C=C(C(=N1)OC)CN1CC2(COC2)C1)C